FC(C1=NN=C(S1)N1C2=C(C3=CC=C(C=C13)S(=O)(=O)NC1(CC1)C)C(=NC=N2)C2CCN(CC2)C(=O)N2CCOCC2)F 9-(5-(difluoromethyl)-1,3,4-thiadiazol-2-yl)-N-(1-methylcyclopropyl)-4-(1-(morpholine-4-carbonyl)piperidin-4-yl)-9H-pyrimido[4,5-b]indole-7-sulfonamide